(2R)-3-[(2'S,7R)-2-(2,2-difluoroethyl)-2'-methyl-spiro[4,5-dihydrothieno[2,3-c]pyran-7,4'-piperidin]-1'-yl]-2-hydroxy-propionic acid methyl ester COC([C@@H](CN1[C@H](C[C@@]2(CC1)OCCC1=C2SC(=C1)CC(F)F)C)O)=O